C(C1=CC=CC=C1)OC(NC[C@H]1OC2=C(C1)C1=C(N=C(S1)C1=C3N=CC(=NC3=CC(=C1)C)OC)C=C2F)=O (S)-((5-fluoro-2-(2-methoxy-7-methylquinoxalin-5-yl)-7,8-dihydrobenzofuro[5,4-d]thiazol-7-yl)methyl)carbamic acid benzyl ester